CC1=C(NC2=CC=CC=C12)C1=NNC(=C1)NC(C1=CC=C(C=C1)NC1CCN(CC1)C)=O N-(3-(3-methyl-1H-indol-2-yl)-1H-pyrazol-5-yl)-4-((1-methylpiperidin-4-yl)amino)benzamide